2-bromopyrazolo[5,1-b]thiazole-7-carboxylic acid BrC1=CN2C(S1)=C(C=N2)C(=O)O